Ortho-xylylendiamin C=1(C(=CC=CC1)CN)CN